C(C)(C)(C)OC(=O)N1CCN(CC1)CCCOC1=CC=C(C=C1)C=1C=C2C(=CC=NC2=CC1)C(=O)[O-].[Li+] lithium 6-(4-(3-(4-(tert-butoxycarbonyl)piperazin-1-yl)propoxy)phenyl)quinoline-4-carboxylate